ClC=1C(=C2C(=NC1)NC(=N2)C2=CC=C(C=C2)N2CC(N(CC2)CCOC)C)NC2CCN(CC2)CC 6-Chloro-N-(1-ethylpiperidin-4-yl)-2-{4-[4-(2-methoxyethyl)-3-methylpiperazin-1-yl]phenyl}-3H-imidazo[4,5-b]pyridin-7-amine